C(CCCCC)C=1C=C2C(=CC(=NC2=CC1)N(CC(=O)O)C)C1=CC(=CC=C1)C 2-{[6-hexyl-4-(3-methylphenyl)quinolin-2-yl](methyl)amino}acetic acid